5-Cyclopropyl-N-(3-(1-(2-hydroxyethyl)-1H-1,2,4-triazol-3-yl)phenyl)pyrazolo[1,5-a]pyrimidine-3-carboxamide C1(CC1)C1=NC=2N(C=C1)N=CC2C(=O)NC2=CC(=CC=C2)C2=NN(C=N2)CCO